FCCCN1CC(C1)=CC1=CC=C(C=C1)C1=C(CCCC2=C1C=CC(=C2)C(=O)O)C2CCOCC2 9-(4-((1-(3-fluoropropyl)azetidin-3-ylidene)methyl)phenyl)-8-(tetrahydro-2H-pyran-4-yl)-6,7-dihydro-5H-benzo[7]annulene-3-carboxylic acid